BrC1=CC=C(CS(=O)(C)=NC(OC(C)(C)C)=O)C=C1 tert-butyl ((4-bromobenzyl)(methyl)(oxo)-λ6-sulfanylidene)carbamate